6-Bromo-4-(4,4-difluoropiperidin-1-yl)pyrazolo[1,5-a]pyridine BrC=1C=C(C=2N(C1)N=CC2)N2CCC(CC2)(F)F